N[C@H](CO)C(C)C (2S)-2-amino-3-methyl-butan-1-ol